FC1=CC=C(OCC2N(C3CC(C2C)C3)C(=O)C3=NC(=CC=C3N3N=CC(=C3)C)C)C=C1 3-[(4-Fluorophenoxy)methyl]-4-methyl-2-[6-methyl-3-(4-methyl-1H-pyrazol-1-yl)pyridin-2-carbonyl]-2-azabicyclo[3.1.1]heptan